BrC1=C2CCCCC2=C(C=C1)F 5-bromo-8-fluoro-1,2,3,4-tetrahydronaphthalene